SULFONIMIDOYLBENZAMIDE S(=O)(=N)=NC(C1=CC=CC=C1)=O